[V].CNCCNC dimethyl-ethylenediamine vanadium